C1=CC=CC=2C3=CC=CC=C3C(C12)COC(=O)N[C@H](C(=O)O)CC=1C=NC(=CC1)NC(=O)OC(C)(C)C (S)-2-[[(9H-Fluoren-9-ylmethoxy)carbonyl]amino]-3-(6-((tert-butyloxycarbonyl)amino)pyridin-3-yl)propanoic acid